(R)-6-(1-amino-8-azaspiro[4.5]decan-8-yl)-3-(1-phenylcyclopropyl)-1,5-dihydro-4H-pyrazolo[3,4-d]pyrimidin-4-one N[C@@H]1CCCC12CCN(CC2)C=2NC(C1=C(N2)NN=C1C1(CC1)C1=CC=CC=C1)=O